FC1=CC(=CC2=C1N=C(O2)NC(=O)C2CC(CC(C2)C)(C)C)F N-(4,6-Difluoro-1,3-benzoxazol-2-yl)-3,3,5-trimethylcyclohexan-1-carboxamid